3,3-bis(trifluoromethyl)hex-5-enoic acid FC(C(CC(=O)O)(CC=C)C(F)(F)F)(F)F